CN1N=C(C=C1C(=O)OC)C1=C(C=CC=C1)CC(F)(F)F methyl 1-methyl-3-(2-(2,2,2-trifluoroethyl)phenyl)-1H-pyrazole-5-carboxylate